C(C=C)OCC(C(=O)OCOC)=C 1-methoxymethyl α-allyloxymethylacrylate